tributyl(1-methoxymethyl)ammonium C(CCC)[N+](COC)(CCCC)CCCC